FC=1C=C(C=C(C1)F)C1=C2C(=NN1C)[C@@H]1CCC[C@H](C2)N1C(=O)C1=C(C(=CC=C1)F)N1N=CC=N1 ((5R,9S)-3-(3,5-Difluorophenyl)-2-methyl-4,5,6,7,8,9-hexahydro-2H-5,9-epiminocycloocta[c]pyrazol-10-yl)(3-fluoro-2-(2H-1,2,3-triazol-2-yl)phenyl)methanone